7,7-dimethyl-7,13-dihydroindeno[2',1':4,5]furo[2,3-a]carbazole CC1(C2=CC=CC=C2C2=C1C1=C(C=3NC=4C=CC=CC4C3C=C1)O2)C